2-(1-benzhydryl-piperidin-4-yl)-6-(piperidin-1-yl)-1,2,3,4-tetrahydroisoquinoline C(C1=CC=CC=C1)(C1=CC=CC=C1)N1CCC(CC1)N1CC2=CC=C(C=C2CC1)N1CCCCC1